1-((cis)-4-(2-((tert-butyldiphenylsilyl)oxy)ethyl)cyclohexyl)-4-nitro-1H-pyrazole [Si](C1=CC=CC=C1)(C1=CC=CC=C1)(C(C)(C)C)OCC[C@H]1CC[C@H](CC1)N1N=CC(=C1)[N+](=O)[O-]